3'-O-cyanovinyl-thymidine triphosphate P(O)(=O)(OP(=O)(O)OP(=O)(O)O)OC[C@@H]1[C@H](C[C@@H](O1)N1C(=O)NC(=O)C(C)=C1)OC=CC#N